CC1=CC=2N(C=C1C=1C=NNC1)N=C(N2)N[C@H]2CNCC2 (R)-7-methyl-6-(1H-pyrazol-4-yl)-N-(pyrrolidin-3-yl)-[1,2,4]triazolo[1,5-a]pyridin-2-amine